BrC=1C=C2C(=NC1)C=C(S2)I 6-bromo-2-iodo-thieno[3,2-b]pyridine